C(C)(C)(C)OC(=O)NC1(CC1)CC1=C(C=2N=NC=C(C2S1)N(C(OC(C)(C)C)=O)CC=1SC=CC1)C tert-butyl N-[6-({1-[(tert-butoxycarbonyl)amino]cyclopropyl}methyl)-7-methylthieno[3,2-c]pyridazin-4-yl]-N-(thiophen-2-ylmethyl)carbamate